((3-chlorobenzyl)amino)-6-(3,5-dimethylisoxazol-4-yl)-N-((1,3,5-trismethyl-1H-pyrazol-4-yl)methyl)quinazoline-2-carboxamide ClC=1C=C(CNC2=NC(=NC3=CC=C(C=C23)C=2C(=NOC2C)C)C(=O)NCC=2C(=NN(C2C)C)C)C=CC1